C[C@@H]1N(CCNC1)C(=O)OC(C)(C)C (S)-tert-butyl 2-methylpiperazine-1-carboxylate